FC(S(=O)(=O)OC1=NSC(=C1C1CC1)C(NC=1C=NC(=C(C1)C#N)N1N=CC=N1)=O)(F)F 5-((5-cyano-6-(2H-1,2,3-triazol-2-yl)pyridin-3-yl)carbamoyl)-4-cyclopropylisothiazol-3-yl trifluoromethanesulfonate